C1=NC=CC2=CC(=CC=C12)COC1=CC=CC(=N1)C1CCN(CC1)[C@@H](C)C1=NC2=C(N1C[C@H]1OCC1)C=C(C=C2)C(=O)O 2-((S)-1-(4-(6-(isoquinolin-6-ylmethoxy)pyridin-2-yl)piperidine-1-yl)ethyl)-1-(((S)-oxetan-2-yl)methyl)-1H-benzo[d]imidazole-6-carboxylic acid